COC=1C2=C(C=CC1)S(CC1=C2N(N=C1C(=O)N1CCOC2(CC2)C1)C1=CC=C(C=C1)CN1CCOCC1)(=O)=O (9-Methoxy-1-(4-(morpholinomethyl)phenyl)-5,5-dioxido-1,4-dihydrothiochromeno[4,3-c]pyrazol-3-yl)(4-oxa-7-azaspiro[2.5]oct-7-yl)methanone